C(C)(C)(C)OC(=O)N1C[C@@H](CC1)NC1=C2C=CC=NC2=C(C=C1)C(F)(F)F (R)-3-((8-(trifluoromethyl)quinolin-5-yl)amino)pyrrolidine-1-carboxylic acid tert-butyl ester